[Br-].C1(=CC=C(C=C1)C[N+]1=CC=C(C=C1)CCCOC(=O)C1=CC=2C(C3=CC=CC(=C3C(C2C(=C1)O)=O)O)=O)C1=CC=CC=C1 (1-([1,1'-Biphenyl]-4-ylmethyl)-4-(3-((4,5-dihydroxy-9,10-dioxo-9,10-dihydroanthracene-2-carbonyl)oxy)propyl)pyridin-1-ium) bromide salt